methyl 2-[tert-butoxycarbonyl (methyl) amino]acetate C(C)(C)(C)OC(=O)N(CC(=O)OC)C